N-(bis(4-(tributylsilyl)phenyl)phosphaneyl)-N-isopropyl-1,1-di-o-tolylphosphanamine C(CCC)[Si](C1=CC=C(C=C1)P(N(P(C1=C(C=CC=C1)C)C1=C(C=CC=C1)C)C(C)C)C1=CC=C(C=C1)[Si](CCCC)(CCCC)CCCC)(CCCC)CCCC